NC=1C(=C2C(=NC1)N(N=C2)S(=O)(=O)C2=CC=CC=C2)NC2N(CCC2)C(=O)[O-] ((5-amino-1-(phenylsulfonyl)-1H-pyrazolo[3,4-b]pyridin-4-yl)amino)pyrrolidine-1-carboxylate